tert-butyl 4-[(2S)-2-{[2-cyclopropyl-7-(trifluoromethyl)thieno[3,2-d]pyrimidin-4-yl]amino}propyl]piperazine-1-carboxylate C1(CC1)C=1N=C(C2=C(N1)C(=CS2)C(F)(F)F)N[C@H](CN2CCN(CC2)C(=O)OC(C)(C)C)C